N-{6-[(3-{[(tert-butyldimethylsilyl)oxy]methyl}-6-(5-chloro-2-fluorophenyl)pyridazin-4-yl)amino]pyrimidin-4-yl}-3-{4-[(3-methyl-2-oxooxolan-3-yl)methyl]piperazin-1-yl}propanamide [Si](C)(C)(C(C)(C)C)OCC=1N=NC(=CC1NC1=CC(=NC=N1)NC(CCN1CCN(CC1)CC1(C(OCC1)=O)C)=O)C1=C(C=CC(=C1)Cl)F